N-(2-((5-bromo-2-((1-isopropyl-1H-indazol-6-yl)amino)pyrimidin-4-yl)amino)phenyl)methylsulfonamide BrC=1C(=NC(=NC1)NC1=CC=C2C=NN(C2=C1)C(C)C)NC1=C(C=CC=C1)CNS(=O)=O